FC=1C=CC(=NC1)C(COC=1C=2N(C=C(C1)C=1N=NN(C1C)C1CCN(CC1)C1COC1)N=CC2C=2C=NN(C2)C)O 1-(5-Fluoro-2-pyridyl)-2-[6-[5-methyl-1-[1-(oxetan-3-yl)-4-piperidyl]triazol-4-yl]-3-(1-methylpyrazol-4-yl)pyrazolo[1,5-a]pyridin-4-yl]oxy-ethanol